CN(C)CC1=CN(C2=CC(=CC=C12)F)C1=NC(=NC=C1)NC=1C=C(C(=NC1OC)N1CCOCC1)NC(C=C)=O N-(5-((4-(3-((dimethylamino)methyl)-6-fluoro-1H-indol-1-yl)pyrimidin-2-yl)amino)-6-methoxy-2-morpholinopyridin-3-yl)acrylamide